C(C)(C)(C)OC(C(CC)N1C(C=C(C(=C1)OC)C1=C(C=CC(=C1)Cl)N1N=NN=C1)=O)=O 2-{4-[5-chloro-2-(1H-tetrazol-1-yl)phenyl]-5-methoxy-2-oxopyridin-1(2H)-yl}butanoic acid tert-butyl ester